(2S)-1,4-bis[2-(4-chloro-3-fluorophenoxy)acetamido]bicyclo[2.2.2]octan-2-yl 3-(phosphonooxy)propyl Carbonate C(O[C@@H]1C2(CCC(C1)(CC2)NC(COC2=CC(=C(C=C2)Cl)F)=O)NC(COC2=CC(=C(C=C2)Cl)F)=O)(OCCCOP(=O)(O)O)=O